2-[(R)-amino[1-(piperazine-1-carbonyl)piperidin-4-yl]methyl]-4,5-dichlorophenol N[C@@H](C1=C(C=C(C(=C1)Cl)Cl)O)C1CCN(CC1)C(=O)N1CCNCC1